CN(S(=O)(=O)NC=1C(=C(C=O)C=CN1)F)C 2-(dimethylaminosulfonylamino)-3-fluoroisonicotinaldehyde